lactyl peroxybenzoate C(C1=CC=CC=C1)(=O)OOC(C(O)C)=O